C1(CC1)C1=C(C(=NO1)C1=C(C=CC=C1Cl)Cl)CO[C@H]1[C@@H]2C(N([C@H](C1)C2)C=2SC1=C(N2)C(=CC(=C1)C(=O)O)C1COCC1)=O 2-[(1s,4r,5r)-5-{[5-cyclopropyl-3-(2,6-dichlorophenyl)-1,2-oxazol-4-yl]methoxy}-3-oxo-2-azabicyclo[2.2.1]heptan-2-yl]-4-(oxolane-3-yl)-1,3-benzothiazole-6-carboxylic acid